5-([1,1'-biphenyl]-4-yl)benzo[b]thiophene-2-carboxylic acid C1(=CC=C(C=C1)C1=CC2=C(SC(=C2)C(=O)O)C=C1)C1=CC=CC=C1